2-[({2-amino-6-[(2-imino-4-methyl-2,3-dihydro-1,3-oxazol-3-yl)methyl]phenyl}carbamothioyl)amino]-2-[3-(trifluoromethyl)phenyl]propyl 2,2-dimethylpropanoate CC(C(=O)OCC(C)(C1=CC(=CC=C1)C(F)(F)F)NC(NC1=C(C=CC=C1CN1C(OC=C1C)=N)N)=S)(C)C